C(C)(C)(C)O[C@@H]([C@@H](C(=O)N[C@H](C(=O)N1[C@@](CCC1)(C(=O)O)C)CC1=CC=C(C=C1)OC)NC(=O)OC(C)(C)C)C (S)-1-((S)-2-((2S,3R)-3-(tert-butoxy)-2-((tert-butoxycarbonyl)amino)butanamido)-3-(4-methoxyphenyl)propanoyl)-2-methylpyrrolidine-2-carboxylic acid